ClC=1C=C2C=CC(=CC2=CC1)[N+](=O)[O-] 6-chloro-2-nitronaphthalene